C(C1=CC=CC=C1)N1C=CN=CC=C1 1-benzyl-1,4-diazepine